2-(6-{5-chloro-2-[(oxacyclohex-4-yl)amino]pyrimidin-4-yl}-1-oxo-2,3-dihydro-1H-isoindol-2-yl)-N-(1-hydroxy-3-phenylprop-2-yl)acetamide ClC=1C(=NC(=NC1)NC1CCOCC1)C1=CC=C2CN(C(C2=C1)=O)CC(=O)NC(CO)CC1=CC=CC=C1